2-{5-cyclopropyl-6-[(3S)-pyrrolidin-3-yl]pyrrolo[3,2-C]pyridazin-3-yl}phenol C1(CC1)N1C(=CC=2N=NC(=CC21)C2=C(C=CC=C2)O)[C@@H]2CNCC2